(2S)-2-{[(1R)-2,2-difluoro-1-phenylethyl]amino}-5,5-dimethylhexanoic acid FC([C@@H](C1=CC=CC=C1)N[C@H](C(=O)O)CCC(C)(C)C)F